1-(3-isopropyl-1,2,4-oxadiazol-5-yl)piperidin-4-ol C(C)(C)C1=NOC(=N1)N1CCC(CC1)O